ClC1=NC=C(C(=C1)N1C[C@H]([C@@H](CC1)NC(OC(C)(C)C)=O)C)C=1C=NN(C1)C(F)F tert-butyl ((3R,4R)-1-(2-chloro-5-(1-(difluoromethyl)-1H-pyrazol-4-yl)pyridin-4-yl)-3-methylpiperidin-4-yl)carbamate